FC(C1=CC(=NC(=C1)C(F)(F)F)N1[C@@H](CCC1)C(=O)N(C1COC1)C1=CC=C(C=C1)F)(F)F (S)-1-(4,6-bis(trifluoromethyl)-pyridin-2-yl)-N-(4-fluorophenyl)-N-(oxetan-3-yl)pyrrolidine-2-carboxamide